ethyl 5-(2-acetamidoimidazo[1,2-b]pyridazin-6-yl)-2-methylnicotinate C(C)(=O)NC=1N=C2N(N=C(C=C2)C=2C=NC(=C(C(=O)OCC)C2)C)C1